phenyl-4H-pyrazole-4-carbodithioate C1(=CC=CC=C1)C1=NN=CC1C(=S)[S-]